6-[3-(1-cyclobutylpyrazol-4-yl)-7,8-dihydro-5H-1,6-naphthyridin-6-yl]-5-methyl-pyridine-3-carbonitrile C1(CCC1)N1N=CC(=C1)C=1C=NC=2CCN(CC2C1)C1=C(C=C(C=N1)C#N)C